α,α-difluoro-6-(trifluoromethyl)-3-pyridinepropanoic acid FC(C(=O)O)(CC=1C=NC(=CC1)C(F)(F)F)F